CN1N=C(N=C1C=1C(=C(C=CC1)NC1=C2C(=NC(=C1)NC(=O)C1CC1)NN(C2=O)C)OC)C N-(4-((3-(1,3-dimethyl-1H-1,2,4-triazol-5-yl)-2-methoxyphenyl)amino)-2-methyl-3-oxo-2,3-dihydro-1H-pyrazolo[3,4-b]pyridin-6-yl)cyclopropanecarboxamide